C1(CCC1)OC=1C=C(C(=O)OCC)C=CC1C(NS(=O)(=O)N1CCCC1)=O ethyl 3-cyclobutoxy-4-(pyrrolidin-1-ylsulfonylcarbamoyl)benzoate